FC(C1=NN=C(O1)C(C)NC(OC(C)(C)C)=O)(F)F tert-Butyl N-[1-[5-(trifluoromethyl)-1,3,4-oxadiazol-2-yl]ethyl]carbamate